SCCC(=O)O.SCCC(=O)O.C(C)(C)C1CCC(CC1)C1CCCCC1 4'-isopropylbicyclohexane bis(3-mercaptopropionate)